NC(CC[C@H]1C(N(CC2N(O[C@@H](C(N21)=O)CC2=CC=CC=C2)C(=O)OCCC2=CC=CC=C2)[C@H](C(NCCCC2=CC=CC=C2)=O)CC2=CC=CC=C2)=O)=O phenethyl (3R,6S)-6-(3-amino-3-oxopropyl)-3-benzyl-4,7-dioxo-8-((S)-1-oxo-3-phenyl-1-((3-phenylpropyl) amino)propan-2-yl)hexahydropyrazino[2,1-c][1,2,4]oxadiazine-1(6H)-carboxylate